NC=1C=C(CN2C3=NC(=NC(=C3N=C2)N)F)C=CC1 9-(3-aminobenzyl)-2-fluoro-9H-purine-6-amine